NN1C(=NC(=C1)C1=CC=C(C=C1)C(NC1=NC=CC(=C1)C1=CC=C(C=C1)C#N)=O)[C@H]1N(CCCC1)C(=O)OC(C)(C)C (S)-1-amino-2-(1-(tert-butoxycarbonyl)piperidin-2-yl)-4-(4-((4-(4-cyanophenyl)pyridin-2-yl)carbamoyl)phenyl)-1H-imidazole